[Si](C)(C)(C(C)(C)C)OCCSC=1N=NC(=CC1NCC1=C(C=C(C=C1)OC)OC)C1=C(C=CC(=C1)Cl)F 3-({2-[(tert-butyldimethylsilyl)oxy]ethyl}sulfanyl)-6-(5-chloro-2-fluorophenyl)-N-[(2,4-dimethoxyphenyl)methyl]pyridazin-4-amine